(1R,2S,5S)-3-[(2S,3R)-3-tert-butoxy-2-[(2,2,2-trifluoroacetyl)amino]butanoyl]-N-[(5-chloro-4-isoquinolyl)-cyano-methyl]-6,6-dimethyl-3-azabicyclo[3.1.0]hexane-2-carboxamide C(C)(C)(C)O[C@@H]([C@@H](C(=O)N1[C@@H]([C@H]2C([C@H]2C1)(C)C)C(=O)NC(C#N)C1=CN=CC2=CC=CC(=C12)Cl)NC(C(F)(F)F)=O)C